CC(CCCCC(N)N)CC(CCCCCC)C 6,8-dimethyltetradecanediamine